ClC=1C=C(C=CC1F)N(C(CN(C1=NN(C=N1)C=C)C1=NC(=CC(=C1)C(F)(F)F)C)=O)C N-(3-chloro-4-fluorophenyl)-N-methyl-2-((6-methyl-4-(trifluoromethyl)pyridin-2-yl)(1-vinyl-1H-1,2,4-triazol-3-yl)amino)acetamide